7-chloro-5-(trifluoromethyl)thieno(3,2-b)pyridine ClC1=C2C(=NC(=C1)C(F)(F)F)C=CS2